(4aS,5aS)-2-(4-Fluorophenyl)-3-(1H-pyrazolo[3,4-b]pyridin-4-yl)-4,4a,5,5a-tetrahydrocyclopropa[4,5]pyrrolo[1,2-b]pyrazole FC1=CC=C(C=C1)C=1C(=C2N(N1)[C@@H]1[C@H](C2)C1)C1=C2C(=NC=C1)NN=C2